ClC1=CC=C(C=C1)S(=O)(=O)/C=C/CNC(=O)C=1C(NC=2CCN(CC2C1)C(=O)OCCF)=O 2-fluoroethyl 3-{[(2E)-3-(4-chlorobenzenesulfonyl)prop-2-en-1-yl]carbamoyl}-2-oxo-1,2,5,6,7,8-hexahydro-1,6-naphthyridine-6-carboxylate